(Z)-3-(2-chlorophenyl)-2-((phenylthio)methyl)-N-propylacrylamide ClC1=C(C=CC=C1)\C=C(\C(=O)NCCC)/CSC1=CC=CC=C1